2-chloro-N-(2,2-dimethyl-4-(p-tolyl)-2H-chromen-7-yl)-N-methylacetamide ClCC(=O)N(C)C1=CC=C2C(=CC(OC2=C1)(C)C)C1=CC=C(C=C1)C